2-chloro-9-(2-methyl-6-(naphthalene-2-yl)phenyl)-9H-carbazole ClC1=CC=2N(C3=CC=CC=C3C2C=C1)C1=C(C=CC=C1C1=CC2=CC=CC=C2C=C1)C